NC=1C(=NC(=C(C1Br)C)Br)C(=O)N 3-amino-4,6-dibromo-5-methylpyridinecarboxamide